6-[4-(5-{2,7-Diazaspiro[3.5]nonan-2-ylmethyl}pyrazin-2-yl)-2,3-dihydroindol-1-yl]-N-[(1R,2S)-2-fluorocyclopropyl]-8-(methylamino)imidazo[1,2-b]pyridazine-3-carboxamide C1N(CC12CCNCC2)CC=2N=CC(=NC2)C2=C1CCN(C1=CC=C2)C=2C=C(C=1N(N2)C(=CN1)C(=O)N[C@H]1[C@H](C1)F)NC